5-(3-(4-methylpent-1-ynyl)phenylsulfonyl)-1H-1,2,3-triazole-4-carboxylic acid CC(CC#CC=1C=C(C=CC1)S(=O)(=O)C1=C(N=NN1)C(=O)O)C